acrylcarboxylate C(=O)(C=C)C(=O)[O-]